rac-(4aS,7aS)-N-[4-(3-cyanophenyl)-5-(2,6-dimethyl-4-pyridyl)thiazol-2-yl]-3,4,4a,5,7,7a-hexahydro-2H-pyrrolo[3,4-b][1,4]oxazine-6-carboxamide C(#N)C=1C=C(C=CC1)C=1N=C(SC1C1=CC(=NC(=C1)C)C)NC(=O)N1C[C@@H]2OCCN[C@H]2C1 |r|